CCCCC Z-pentan